O(CC(C(CN)CC)N)CC(C(CN)CC)N 2'-(oxybis(methylene))bis(2-ethylpropane-1,3-diamine)